C=CC=CCCCC (2Z,5Z)-octadiene